5-[[2-[(2R,5S)-2-[4-[[(1R)-2-(dimethylamino)-1-methyl-2-oxo-ethyl]amino]phenyl]-5-methyl-1-piperidyl]-2-oxo-acetyl]amino]pyridine-3-carboxamide CN(C([C@@H](C)NC1=CC=C(C=C1)[C@@H]1N(C[C@H](CC1)C)C(C(=O)NC=1C=C(C=NC1)C(=O)N)=O)=O)C